3-fluoro-4-(4-methyl-2,5-dioxoimidazolidin-4-yl)benzoic acid FC=1C=C(C(=O)O)C=CC1C1(NC(NC1=O)=O)C